ClC1=NC=2N(C(=C1C1=C(C=C(C=C1F)I)F)N[C@H](C)C(C)(C)C)N=CN2 (R)-5-chloro-6-(2,6-difluoro-4-iodophenyl)-N-(3,3-dimethylbutan-2-yl)-[1,2,4]triazolo[1,5-a]pyrimidin-7-amine